(6-Bromohexyl)-4-vinylbenzol BrCCCCCCC1=CC=C(C=C1)C=C